C1NCC12CN(CC2)C2=NC=1CCCCC1C(=N2)N[C@H](CC(=O)NC)CC(C)C (S)-3-((2-(2,6-diazaspiro[3.4]octan-6-yl)-5,6,7,8-tetrahydroquinazolin-4-yl)amino)-N,5-dimethylhexanamide